7-phenyl-2,4-dichloro-5,6,7,8-tetrahydropyrido[3,4-d]pyrimidine C1(=CC=CC=C1)N1CC=2N=C(N=C(C2CC1)Cl)Cl